8-((cis-4-((tert-butyldimethylsilyl)oxy)cyclohexyl)oxy)-2,7-dichloro-5-fluoroquinazoline [Si](C)(C)(C(C)(C)C)O[C@H]1CC[C@H](CC1)OC=1C(=CC(=C2C=NC(=NC12)Cl)F)Cl